(6R,8aS)-6-[8-Amino-1-(4-{1-[3-(difluoromethyl)phenyl]-2,2,2-trifluoro-1-hydroxyethyl}-2-methoxyphenyl)imidazo[1,5-a]pyrazin-3-yl]hexahydroindolizin-3(2H)-on NC=1C=2N(C=CN1)C(=NC2C2=C(C=C(C=C2)C(C(F)(F)F)(O)C2=CC(=CC=C2)C(F)F)OC)[C@H]2CN1C(CC[C@@H]1CC2)=O